N-(1H-indol-7-yl)-3,4-dihydroisoquinoline-2(1H)-carboxamide N1C=CC2=CC=CC(=C12)NC(=O)N1CC2=CC=CC=C2CC1